(naphthyl)(dibenzothiophenylphenyl)(spirobifluorenyl)amine C1(=CC=CC2=CC=CC=C12)N(C=1C2(C3=CC4=CC=CC=C4C3=CC1)C=CC=C1C3=CC=CC=C3C=C12)C1=C(C=CC=C1)C1=CC=CC=2SC3=C(C21)C=CC=C3